C(C)(C)(C)OC(=O)N1C[C@H](CC1)C(C(=O)OC)(CN1C(C2=CC=CC=C2C1=O)=O)CC1=CC(=CC=C1)Br (3R)-3-[1-[(3-bromophenyl)methyl]-1-[(1,3-dioxoisoindolin-2-yl)methyl]-2-methoxy-2-oxoethyl]pyrrolidine-1-carboxylic acid tert-butyl ester